C(C=C)C(C(=O)[O-])(C(=O)[O-])CC=C diallylmalonate